N1CCS(CC1)=O 1λ4-thiomorpholin-1-one